2-cyclohexanecarboxamide C1C(CCCC1)C(=O)N